The molecule is a 3-oxo-fatty acyl-CoA(4-) arising from deprotonation of the phosphate and diphosphate functions of (11Z,14Z,17Z)-3-oxoicosatrienoyl-CoA. It is a conjugate base of an (11Z,14Z,17Z)-3-oxoicosatrienoyl-CoA. CC/C=C\\C/C=C\\C/C=C\\CCCCCCCC(=O)CC(=O)SCCNC(=O)CCNC(=O)[C@@H](C(C)(C)COP(=O)([O-])OP(=O)([O-])OC[C@@H]1[C@H]([C@H]([C@@H](O1)N2C=NC3=C(N=CN=C32)N)O)OP(=O)([O-])[O-])O